ClC1=C(C=CC2=C1NC(=N2)OC=2C=NC=CC2)SC=2N=CC(=NC2)C2OC(C(C21CCNCC1)N)C 5-((7-chloro-2-(pyridin-3-yloxy)-1H-benzo[d]imidazol-6-yl)thio)pyrazin-2-yl-3-methyl-2-oxa-8-azaspiro[4.5]decan-4-amine